ClC=1C=C(C=NC1)C1=NC(=C2N=CN(C2=N1)[C@H]1[C@@H]([C@@H]([C@H](O1)C(=O)NC([2H])([2H])[2H])O)O)NCC (2S,3S,4R,5R)-5-(2-(5-chloropyridin-3-yl)-6-(ethylamino)-9H-purin-9-yl)-3,4-dihydroxyl-N-(methyl-d3)-tetrahydrofuran-2-carboxamide